BrC=1C(=C2CN(C(C2=CC1)=O)C1C(NC(CC1)=O)=O)OCC(=O)OC(C)(C)C tert-butyl 2-((5-bromo-2-(2,6-dioxopiperidin-3-yl)-1-oxoisoindolin-4-yl)oxy)acetate